CC1=C(N=NC=C1)OC1CCC(CC1)CCN1N=C(C2=C1CCC2)C(=O)N2CCC(CC2)NC(C)=O N-(1-(1-(2-((1s,4s)-4-((4-methylpyridazin-3-yl)oxy)cyclohexyl)ethyl)-1,4,5,6-tetrahydrocyclopenta[c]pyrazole-3-carbonyl)piperidin-4-yl)acetamide